4-Nitrophenyl ((9Z,12Z)-octadeca-9,12-dien-1-yl) carbonate C(OC1=CC=C(C=C1)[N+](=O)[O-])(OCCCCCCCC\C=C/C\C=C/CCCCC)=O